C(C(C)C=1OCCN1)C=1OCCN1 2,2'-propylenebis(2-oxazoline)